4-(aminomethyl)-6-(2-methyloxazolo[4,5-c]pyridin-7-yl)phthalazin-1(2H)-one NCC1=NNC(C2=CC=C(C=C12)C=1C2=C(C=NC1)N=C(O2)C)=O